P(=O)(=O)C(C(CCC(=O)O)C(=O)O)C(=O)O phosphobutane-1,2,4-tricarboxylic acid